ClCC1=CC(=NC=C1C(F)(F)F)C=1C=NC(=NC1)C(F)(F)F 5-[4-(chloromethyl)-5-(trifluoromethyl)pyridin-2-yl]-2-(trifluoromethyl)pyrimidine